3,3',3''-[1,4,7-triazacyclononane-1,4,7-triyltri(methylene)]tris[N-(1,3-dihydroxypropan-2-yl)-2-hydroxy-5-methylbenzamide] N1(CCN(CCN(CC1)CC=1C(=C(C(=O)NC(CO)CO)C=C(C1)C)O)CC=1C(=C(C(=O)NC(CO)CO)C=C(C1)C)O)CC=1C(=C(C(=O)NC(CO)CO)C=C(C1)C)O